3-((4,5,5,5-Tetrafluoro-4-(trifluoromethyl)pentyl)oxy)-4-(1-(methyl-d3)-1,2,5,6-tetrahydropyridin-3-yl)-1,2,5-thiadiazole FC(CCCOC1=NSN=C1C=1CN(CCC1)C([2H])([2H])[2H])(C(F)(F)F)C(F)(F)F